CN1C(C2=CC=CC=C2CC1C(=O)N[C@H](C(=O)O)CC1=CC=CC=C1)=O (2S)-2-[(2-methyl-1-oxo-3,4-dihydroisoquinoline-3-carbonyl)amino]-3-phenylpropionic acid